C1(CC1)C(C=1C=C(C=C2C(=NC=NC12)N([C@@H](C)C1=NC=NN1C1=CC=C(C=N1)C#N)C)C(F)(F)F)(F)F 6-[5-[(1S)-1-[[8-[cyclopropyl(difluoro)meth-yl]-6-(trifluoromethyl)quinazolin-4-yl]-methyl-amino]ethyl]-1,2,4-triazol-1-yl]pyridine-3-carbonitrile